(E)-3-(4-(((1-(3-Cyano-4-(4-cyano-3-fluorophenyl)-5-(3-hydroxy-4-(2-hydroxy-2-methylpropoxy)phenyl)pyridin-2-yl)piperidin-4-yl)amino)methyl)phenyl)-N-hydroxyacrylamide formate C(=O)O.C(#N)C=1C(=NC=C(C1C1=CC(=C(C=C1)C#N)F)C1=CC(=C(C=C1)OCC(C)(C)O)O)N1CCC(CC1)NCC1=CC=C(C=C1)/C=C/C(=O)NO